Methyl (1S,3S)-3-((4-cyano-2-(3-formylthiophen-2-yl)pyrimidin-5-yl)oxy)cyclohexanecarboxylate C(#N)C1=NC(=NC=C1O[C@@H]1C[C@H](CCC1)C(=O)OC)C=1SC=CC1C=O